2-(2-(4-(2-(2-methoxyethoxy)acetyl)piperazin-1-yl)thiazole-4-carboxamido)acrylamid COCCOCC(=O)N1CCN(CC1)C=1SC=C(N1)C(=O)NC(C(=O)N)=C